5-amino-N-(2-hydroxyethyl)-2-methylbenzamide NC=1C=CC(=C(C(=O)NCCO)C1)C